COC1=NC=CC=C1C(=O)N 2-methoxypyridine-3-carboxamide